1-amino-3-[[[2-[diaminomethyleneamino]-4-thiazolyl]-methyl]thio]propylene NC=CCSCC=1N=C(SC1)N=C(N)N